C(=O)O.C1(CC1)[C@H](C)NC1=NC=2C=C(C(=CC2C2=C1CCC2)OC)OCCCN2CCCC2 N-[(1S)-1-cyclopropylethyl]-8-methoxy-7-[3-(pyrrolidin-1-yl)propoxy]-1H,2H,3H-cyclopenta[c]quinolin-4-amine formate